C(C)C=1C=C(C=CC1)C1CC(C1)N(C(=O)C1CC2(C1)NC(OC2)=O)C N-((1s,3S)-3-(3-ethylphenyl)cyclobutyl)-N-methyl-6-oxo-7-oxa-5-azaspiro[3.4]octane-2-carboxamide